ClC1=CC=C(CC2=NC=NC(=C2C2=CC=C(C=C2)C)C2=CC=CC=C2)C=C1 4-(4-chlorobenzyl)-6-phenyl-5-(p-tolyl)pyrimidine